CC=1C(=NC=CN1)C1=NN2C(NC(=CC2=O)C2=CC=C(C=C2)OC(C(F)(F)F)C2=CC=CC=C2)=C1C(=O)N1C(C(C1)CF)C 2-(3-methylpyrazin-2-yl)-3-[3-(fluoromethyl)-2-methyl-azetidine-1-carbonyl]-5-[4-[2,2,2-trifluoro-1-phenyl-ethoxy]phenyl]-4H-pyrazolo[1,5-a]pyrimidin-7-one